CC1=CC(=NC=C1)C1=NC=CC(=C1)CCC1=CC(=NC=C1)C1=NC=CC(=C1)C 1,2-bis(4'-methyl-2,2-bipyridin-4-yl)ethane